C(#N)C1(CCC=2C=CC=NC2C1)NC(C(CC1CC1)NC(=O)C=1NC2=CC=CC(=C2C1)OC)=O N-(1-((7-Cyano-5,6,7,8-tetrahydroquinolin-7-yl)amino)-3-cyclopropyl-1-oxopropan-2-yl)-4-methoxy-1H-indole-2-carboxamide